tert-Butyl 2-(2-bromo-7-(trifluoromethyl)acridin-9-ylamino)ethylcarbamate BrC1=CC2=C(C3=CC(=CC=C3N=C2C=C1)C(F)(F)F)NCCNC(OC(C)(C)C)=O